(2S)-2-[(4-methoxy-3-propionyloxy-pyridine-2-carbonyl) amino]Propionate COC1=C(C(=NC=C1)C(=O)N[C@H](C(=O)[O-])C)OC(CC)=O